N-(Benzyloxy)-3-(2-(3-(2,4-diamino-6-ethylpyrimidin-5-yloxy)propoxy)phenyl)propanamide C(C1=CC=CC=C1)ONC(CCC1=C(C=CC=C1)OCCCOC=1C(=NC(=NC1CC)N)N)=O